N-((3R,5R)-1-(8-((2-fluoro-3-methyl-4-((1-methyl-1H-benzo[d][1,2,3]triazol-5-yl)oxy)phenyl)amino)pyrimido[5,4-d]pyrimidin-2-yl)-5-methylpiperidin-3-yl)acrylamide FC1=C(C=CC(=C1C)OC1=CC2=C(N(N=N2)C)C=C1)NC1=NC=NC2=C1N=C(N=C2)N2C[C@@H](C[C@H](C2)C)NC(C=C)=O